C(C)C1(NC(N(C(C1)=O)[C@H](CCC)C1=CC(=CC=C1)C(N[C@H]1CC2(CCC2)OC2=CC=CC=C12)=O)=[NH2+])CC [4,4-diethyl-6-oxo-1-[(1R)-1-[3-[[(4S)-spiro[chromane-2,1'-cyclobutane]-4-yl]carbamoyl]phenyl]butyl]hexahydropyrimidin-2-ylidene]ammonium